C(#N)C(=C(C#N)C#N)C1=C(C=2NC3=CC=CC=C3C2C=C1)C tricyanovinyl-methylcarbazole